4-(4-Nitrophenoxy)piperidine hydrochloride Cl.[N+](=O)([O-])C1=CC=C(OC2CCNCC2)C=C1